(R)-3-(tert-butylamino)-2-(4-chlorophenyl)-1-(4-((5R,7R)-7-hydroxy-5-methyl-6,7-dihydro-5H-cyclopenta[d]pyrimidin-4-yl)piperazin-1-yl)propan-1-one C(C)(C)(C)NC[C@H](C(=O)N1CCN(CC1)C=1C2=C(N=CN1)[C@@H](C[C@H]2C)O)C2=CC=C(C=C2)Cl